tert-butyl 2-(((4-(tert-butoxycarbonyl)-2-chloro-5-fluorobenzyl) oxy) methyl)-7-azaspiro[3.5]nonane-7-carboxylate C(C)(C)(C)OC(=O)C1=CC(=C(COCC2CC3(C2)CCN(CC3)C(=O)OC(C)(C)C)C=C1F)Cl